BrC=1N=C2N(C=C(C=C2)C(F)(F)F)C1Cl 2-bromo-3-chloro-6-(trifluoromethyl)imidazo[1,2-a]Pyridine